5-(2-hydroxyethyl)-N-(2-methylbiphenyl-3-yl)-4,5,6,7-tetrahydrothiazolo[5,4-c]pyridine-2-carboxamide OCCN1CC2=C(CC1)N=C(S2)C(=O)NC=2C(=C(C=CC2)C2=CC=CC=C2)C